3-(5-(4-((3-hydroxyazetidin-1-yl)methyl)-1-methyl-1H-pyrrolo[2,3-b]pyridin-6-yl)-1-oxoisoindolin-2-yl)piperidine-2,6-dione OC1CN(C1)CC1=C2C(=NC(=C1)C=1C=C3CN(C(C3=CC1)=O)C1C(NC(CC1)=O)=O)N(C=C2)C